tert-butyl (3-(4-amino-2,5-difluorophenyl)-1-isopropyl-7-(1,4-dioxaspiro[4.5]dec-7-en-8-yl)-1H-pyrazolo[4,3-c]pyridin-4-yl)(tert-butoxycarbonyl)carbamate NC1=CC(=C(C=C1F)C1=NN(C2=C1C(=NC=C2C2=CCC1(OCCO1)CC2)N(C(OC(C)(C)C)=O)C(=O)OC(C)(C)C)C(C)C)F